Perfluorodecalin FC1(C(C(C(C2(C(C(C(C(C12F)(F)F)(F)F)(F)F)(F)F)F)(F)F)(F)F)(F)F)F